ethyl-picolinic acid C(C)C=1C(=NC=CC1)C(=O)O